tert-Butyl (4S)-5-amino-4-(4-hydroxy-1-oxo-isoindolin-2-yl)-5-oxopentanoate NC([C@H](CCC(=O)OC(C)(C)C)N1C(C2=CC=CC(=C2C1)O)=O)=O